7-(2-((1S,3R)-3-acetylaminocyclohexane-1-carboxamido)pyridin-4-yl)-2,2-dimethyl-2,3-dihydro-1H-pyrrolizine-5-carboxamide C(C)(=O)N[C@H]1C[C@H](CCC1)C(=O)NC1=NC=CC(=C1)C=1C=C(N2CC(CC12)(C)C)C(=O)N